C=C(C=O)CCC 2-Methylenepentanal